O=C([C@@H](O)[C@@H](O)[C@H](O)[C@H](O)CO)O hydrogen mannonate